(S)-N-(1-((4-(3,5-dimethyl-1H-pyrazol-4-yl)phenyl)amino)-1-oxo-3,3-Diphenylpropan-2-yl)-1-methyl-1H-pyrazole-5-carboxamide CC1=NNC(=C1C1=CC=C(C=C1)NC([C@H](C(C1=CC=CC=C1)C1=CC=CC=C1)NC(=O)C1=CC=NN1C)=O)C